2-{3-[(Oxapent-2-yl)methyl]-1,2,4-oxadiazol-5-yl}-5-[4-(trifluoromethoxy)benzene-1-sulfonyl]pyridin-3-amine OC(CCC)CC1=NOC(=N1)C1=NC=C(C=C1N)S(=O)(=O)C1=CC=C(C=C1)OC(F)(F)F